N1(C=NC=C1)C1=NC(=C2N(C=NC2=N1)COCC[Si](C)(C)C)C(=O)OCC ethyl 2-(1H-imidazol-1-yl)-7-((2-(trimethylsilyl) ethoxy) methyl)-7H-purine-6-carboxylate